3-isopropyl-2-methoxypyrazine C(C)(C)C=1C(=NC=CN1)OC